tridecan-7-yl 7-bromoheptanoate BrCCCCCCC(=O)OC(CCCCCC)CCCCCC